C1(CCC1)N1C(=CC2=CC=C(C=C12)OC(F)F)N 1-cyclobutyl-6-(difluoromethoxy)-1H-indol-2-amine